COC1=CC=C(C=C1)C(OC[C@]1(O[C@H](CN(C1)C1CCCCC1)N1C(N=C(C=C1)NC(C1=CC=CC=C1)=O)=O)CO)(C1=CC=CC=C1)C1=CC=C(C=C1)OC N-[1-[(2R,6R)-6-[[bis(4-methoxyphenyl)-phenyl-methoxy]methyl]-4-cyclohexyl-6-(hydroxymethyl)morpholin-2-yl]-2-oxo-pyrimidin-4-yl]benzamide